C(C)(=O)N1CCC(CC1)NCC=1C=CC(=NC1OC)C=1C(=C(C=CC1)C1=C(C(=NC=C1)C1=CC(=C(CN[C@H](CC(=O)OC)CO)C=C1)OC)Cl)Cl methyl (R)-3-((4-(4-(3-(5-(((1-acetylpiperidin-4-yl)amino)methyl)-6-methoxypyridin-2-yl)-2-chlorophenyl)-3-chloropyridin-2-yl)-2-methoxybenzyl)amino)-4-hydroxybutanoate